O=C1NCCCC[C@@H]1NC1=NC=2C=CC=CC2C=2N1N=C(N2)C2=CC=C(C#N)C=C2 4-(5-{[(3S)-2-oxoazepan-3-yl]amino}[1,2,4]triazolo[1,5-c]quinazolin-2-yl)benzonitrile